FC1=CC=C(C(=O)C2=NC=CC=C2)C=C1 2-(4-fluoro-benzoyl)-pyridin